BrCCOC1=CC=C(C=C1)NC(NCC(=O)NC1=CC=C(C=C1)N[C@@H]1C[C@@H](N(C2=CC=CC=C12)C(CC)=O)C)=O 2-(3-(4-(2-bromoethoxy)phenyl)ureido)-N-(4-(((2S,4R)-2-methyl-1-propionyl-1,2,3,4-tetrahydroquinolin-4-yl)amino)phenyl)acetamide